[Si](C)(C)(C(C)(C)C)O[C@H]([C@H](C)NC(OCC1=CC=CC=C1)=O)C=C benzyl ((2S,3S)-3-((tert-butyldimethylsilyl)oxy)pent-4-en-2-yl)carbamate